N-(5-((4-Ethylpiperazin-1-yl)methyl)pyridin-2-yl)-5-fluoro-4-(7-fluoroquinolin-6-yl)pyrimidin-2-amine C(C)N1CCN(CC1)CC=1C=CC(=NC1)NC1=NC=C(C(=N1)C=1C=C2C=CC=NC2=CC1F)F